N1N=CC(=C1)C1=CC=C(C=C1)N1C(C2(CC1)OC1=CC=CC=C1CC2)=O (4-(1H-pyrazol-4-yl)phenyl)spiro[chroman-2,3'-pyrrolidine]-2'-one